carbonic acid (4-nitrophenyl) pentadecyl ester C(CCCCCCCCCCCCCC)OC(OC1=CC=C(C=C1)[N+](=O)[O-])=O